OC1=C(C[C@H](N)C(=O)O)C=CC=C1O 2,3-dihydroxyphenylalanine